N1=C2C(=CC=C1)C(OC1=C2C=CC=C1)=O 5H-[1]benzopyrano[4,3-b]pyridin-5-one